2,6-dimethoxy-N-(2-methylpyrazol-3-yl)-4-[5-(1-methylpyrazol-4-yl)benzimidazol-1-yl]benzamide COC1=C(C(=O)NC=2N(N=CC2)C)C(=CC(=C1)N1C=NC2=C1C=CC(=C2)C=2C=NN(C2)C)OC